C(CCCCCCC\C=C/C\C=C/C\C=C/CC)(=O)O.C(C(C)O)O propylene glycol α-linolenate